((2-(2-(diethylamino)ethoxy)-3-methylnaphthalen-1-yl)methyl)-3-methylnaphthalen-2-ol C(C)N(CCOC1=C(C2=CC=CC=C2C=C1C)CC1=C(C(=CC2=CC=CC=C12)C)O)CC